BrC1=CC2=C(C(N(CCN2CC)C[C@@H](CN2CC3=CC=CC=C3CC2)O)=O)C=C1 8-bromo-4-[(2R)-3-(3,4-dihydro-1H-isoquinolin-2-yl)-2-hydroxy-propyl]-1-ethyl-2,3-dihydro-1,4-benzodiazepine-5-one